O=CCOC(C)=O 2-oxoethylacetate